OC(CCCCCCCC(=O)OC(CCCCCCCC)CCCCCCCC)(CCCCCCCCC)CCCCCCCCC heptadecan-9-yl 9-hydroxy-9-nonyloctadecanoate